CN1N=CC2=CC=C(C=C12)C=1C2=C(NN1)C1=C(C2)SC(=C1)C1=CC=C(C=C1)NC1CCOCC1 N-(4-(3-(1-methyl-1H-indazol-6-yl)-1,4-dihydro-thieno[2',3':4,5]cyclopenta[1,2-c]pyrazol-6-yl)phenyl)tetrahydro-2H-pyran-4-amine